ClC1=C(C(=NC(=N1)S(=O)C)N1CC2(C1)CCC=1SC=C(C12)C#N)C#N (6-chloro-5-cyano-2-methylsulfinyl-pyrimidin-4-yl)spiro[5,6-dihydrocyclopenta[b]thiophene-4,3'-azetidine]-3-carbonitrile